ClC1=CC(=NC(=C1)Cl)C(=O)NCC1=CC=C(C=C1)OC 4,6-dichloro-N-(4-methoxybenzyl)pyridinecarboxamide